NC1=NN2C(C=C(C=C2)C=2C=C(C(=NC2C)OC)C(=O)NCC2=C(C=CC(=C2)F)OC2CCCC2)=N1 5-{2-amino-[1,2,4]triazolo-[1,5-a]pyridin-7-yl}-N-{[2-(cyclopentyloxy)-5-fluoro-phenyl]methyl}-2-methoxy-6-methylpyridine-3-carboxamide